C(C1=CC=CC=C1)OC(=O)N(C1C[C@@H]2[C@@H](CN(C2)C(=O)OC(C)(C)C)C1)C tert-butyl (3aR,5s,6aS)-5-(((benzyloxy)carbonyl)(methyl)amino)hexahydrocyclopenta[c]pyrrole-2(1H)-carboxylate